6-fluoro-5-(2-fluorobenzyl)-3-(((3-fluoropyridin-2-yl)methyl)amino)-4H-benzo[e][1,2,4]thiadiazine 1,1-dioxide FC=1C=CC2=C(NC(=NS2(=O)=O)NCC2=NC=CC=C2F)C1CC1=C(C=CC=C1)F